C(C)C1(C(SCC1)=O)C 3-ethyl-3-methyldihydro-2(3H)-thiophenone